CC1=CC=2C(=CC=3CCCCC3C2)C1 2-methyl-5,6,7,8-tetrahydro-1H-cyclopenta[b]naphthalene